Methoxymethyl-p-Phenylenediamine COCNC1=CC=C(C=C1)N